OC(C)(C)C=1C=C(OC1)S(=O)(=O)NC(NC1=C2CCC(C2=CC=2CCCC12)=O)=O 4-(2-hydroxypropan-2-yl)-N-((1-oxo-1,2,3,5,6,7-hexahydro-s-indacen-4-yl)carbamoyl)furan-2-sulfonamide